5-amino-2-(tert-butyl)benzonitrile NC=1C=CC(=C(C#N)C1)C(C)(C)C